C(C)O[Si]1([Si]([Si](CCC1)(OCC)OCC)(OCC)OCC)OCC hexa-ethoxytrisilacyclohexane